1-(2-((2-((3-chloro-2-fluorobenzyl)amino)-2-oxoethyl)(isopropyl)amino)-2-oxoethyl)-5-(piperidine-1-carbonyl)-1H-indazole-3-carboxamide ClC=1C(=C(CNC(CN(C(CN2N=C(C3=CC(=CC=C23)C(=O)N2CCCCC2)C(=O)N)=O)C(C)C)=O)C=CC1)F